C(C)N1CCN(CC1)C(C(=O)NCCO)C (4-ethyl)piperazin-1-yl-N-(2-hydroxyethyl)propanamide